tert-butyl (S)-(5-((4-bromopyridin-2-yl)oxy)pentan-2-yl)carbamate BrC1=CC(=NC=C1)OCCC[C@H](C)NC(OC(C)(C)C)=O